(1-benzofuran-3-ylmethyl)-2-fluoro-4-methoxyaniline O1C=C(C2=C1C=CC=C2)CNC2=C(C=C(C=C2)OC)F